7-amino-6-methyl-N-((1R)-1-(2-pyrazinyl)ethyl)-N-((5-(trifluoromethyl)-2-pyridinyl)methyl)-1,8-naphthyridine-3-carboxamide NC1=C(C=C2C=C(C=NC2=N1)C(=O)N(CC1=NC=C(C=C1)C(F)(F)F)[C@H](C)C1=NC=CN=C1)C